3-hydroxy-3-imidazo[1,2-a]pyridin-7-yl-propanenitrile OC(CC#N)C1=CC=2N(C=C1)C=CN2